tert-butyl 1-(6-bromo-2-methylpyridin-3-yl)-1H-1,2,3-triazole-4-carboxylate BrC1=CC=C(C(=N1)C)N1N=NC(=C1)C(=O)OC(C)(C)C